C(C)N1C=C(C=CC1=O)C(=O)[O-] 1-ethyl-6-oxo-1,6-dihydropyridine-3-carboxylate